(R)-4-((2-(((4-Cyclopropyl-1-methyl-1H-pyrazol-3-yl)(1-methylcyclopentyl)methyl)amino)-3,4-dioxocyclobut-1-en-1-yl)amino)-3-hydroxy-N,N-dimethylpicolinamide C1(CC1)C=1C(=NN(C1)C)[C@@H](C1(CCCC1)C)NC1=C(C(C1=O)=O)NC1=C(C(=NC=C1)C(=O)N(C)C)O